3-(but-3-en-1-yl)thiophene C(CC=C)C1=CSC=C1